FC(CN1C=NC(=C1C=1C=CC=2N(N1)C(=CN2)C#N)C2=CC=C(C=C2)F)F 6-(1-(2,2-difluoroethyl)-4-(4-fluorophenyl)-1H-imidazol-5-yl)imidazo[1,2-b]pyridazine-3-carbonitrile